OC1=CC(=CC=2CC3=CC(=CC=C3C12)C1=CC=CC=C1)C1=CC=CC=C1 4-hydroxy-2,7-diphenylfluorene